3-(3-hydroxypyrrolidin-1-yl)-4-methylbenzoic acid OC1CN(CC1)C=1C=C(C(=O)O)C=CC1C